N-[(E)-methoxyiminomethyl]-4-[5-(trifluoromethyl)-1,2,4-oxadiazol-3-yl]benzamide 2-(3-benzyloxycyclobutyl)ethyl-4-methylbenzenesulfonate C(C1=CC=CC=C1)OC1CC(C1)CCOS(=O)(=O)C1=CC=C(C=C1)C.CO\N=C\NC(C1=CC=C(C=C1)C1=NOC(=N1)C(F)(F)F)=O